C(C)(=O)C1=C(C(=C(C=C1OCC)[C@@H](C)NC(OC(C)(C)C)=O)C)OCC tert-butyl [(1R)-1-(4-acetyl-3,5-diethoxy-2-methylphenyl)ethyl]carbamate